(E)-4-(3-hydroxy-4-isopropoxyphenyl)but-3-en-2-one OC=1C=C(C=CC1OC(C)C)/C=C/C(C)=O